2-ethoxy-2-methyl-1-cyclohexyl-1-aza-2-silacyclopentane C(C)O[Si]1(N(CCC1)C1CCCCC1)C